C1(CCC(CC1)C1OCCN1CCO)C1OCCN1CCO 2,2'-(cyclohexane-1,4-diylbis(oxazolidine-2,3-diyl))bis(ethan-1-ol)